NC1=C(C=C(C=N1)C=1C=C2N(N1)CCC21CN(CC1)C(=O)NC(C)(C)C=1N=NN(C1)C)C(F)(F)F 2'-[6-amino-5-(trifluoromethyl)pyridin-3-yl]-N-[2-(1-methyl-1H-1,2,3-triazol-4-yl)propan-2-yl]-5',6'-dihydrospiro[pyrrolidine-3,4'-pyrrolo[1,2-b]pyrazole]-1-carboxamide